C(C)(C)OC1CCC(CC1)=O 4-isopropoxy-cyclohexanone